C(N)(=N)C=1C=C(SC1)CNC(=O)[C@H]1N([C@H]2C[C@]2(C1)C)C(CNC(CCCOC=1C=C(C(=O)OC)C=CC1)=O)=O methyl 3-(4-((2-((1S,3S,5S)-3-(((4-carbamimidoylthiophen-2-yl)methyl)carbamoyl)-5-methyl-2-azabicyclo[3.1.0]hexan-2-yl)-2-oxoethyl)amino)-4-oxobutoxy)benzoate